C1(CCCC1)OC1=CC=2N(C=C1C(=O)NC=1C=NN3C1N=CC(=C3)C)C=C(N2)C23COC(C2)(C3)C 7-(Cyclopentyloxy)-2-(1-methyl-2-oxabicyclo[2.1.1]hexan-4-yl)-N-(6-methylpyrazolo[1,5-a]pyrimidin-3-yl)imidazo[1,2-a]pyridine-6-carboxamide